3-{4-[(2-cyclopropylethyl)[(1r,4r)-4-[(oxolan-2-ylmethyl)amino]cyclohexyl]amino]-1-oxo-3H-isoindol-2-yl}piperidine-2,6-dione C1(CC1)CCN(C1=C2CN(C(C2=CC=C1)=O)C1C(NC(CC1)=O)=O)C1CCC(CC1)NCC1OCCC1